C(C1=CC=CC=C1)N1CCC(CC1)CCCN1C(NC(C(=C1C)C(=O)OCC)C1=COC2=CC(=C(C=C2C1=O)Cl)C)=O ethyl 1-(3-(1-benzylpiperidin-4-yl)propyl)-4-(6-chloro-7-methyl-4-oxo-4H-chromen-3-yl)-6-methyl-2-oxo-1,2,3,4-tetrahydropyrimidine-5-carboxylate